NCCNCCC[Si](OC)(OC)OC [3-(2-aminoethylamino)-propyl]trimethoxysilane